CC(C)N(C(=O)C1=C(OC=2C(=NC=NC2)N2CC3(C2)CCN(CC3)C(=O)OC(C)(C)C)C=CC(=C1)F)C(C)C tert-butyl 2-(5-{2-[di(propan-2-yl) carbamoyl]-4-fluorophenoxy} pyrimidin-4-yl)-2,7-diazaspiro[3.5]nonane-7-carboxylate